BrC=1C=C(C=C(C1)C(=O)OCC(F)(F)F)B1OC(C)(C)C(C)(C)O1 3-bromo-5-(trifluoroethoxycarbonyl)phenylboronic acid pinacol ester